6-[5-(difluoromethyl)-1,3,4-oxadiazol-2-yl]-2-[(1RS,2SR)-1-(3-fluorophenyl)-2-hydroxy-2-phenylethyl]-2,3-dihydro-1H-isoindol-1-one FC(C1=NN=C(O1)C1=CC=C2CN(C(C2=C1)=O)[C@@H]([C@H](C1=CC=CC=C1)O)C1=CC(=CC=C1)F)F |r|